2E,4E-Undecadienal C(\C=C\C=C\CCCCCC)=O